methyl 4-bromo-2-(1-cyano-2-methoxy-2-oxoethyl)-6-fluorobenzoate BrC1=CC(=C(C(=O)OC)C(=C1)F)C(C(=O)OC)C#N